FC1=CC=C(C=C1)C1=CC=C(S1)CC=1C=C(C=CC1C)[C@H]1[C@H](O)[C@@H](O)[C@H](O)[C@H](O1)CO (1S)-1,5-Anhydro-1-C-[3-[[5-(4-fluorophenyl)-2-thienyl]methyl]-4-methylphenyl]-D-glucitol